7-cyano-N-((3-(hydroxymethyl)oxetan-3-yl)methyl)-4-(isopropylamino)benzo[5,6][1,4]dioxino[2,3-b]pyridine-3-carboxamide C(#N)C=1C=CC2=C(OC=3C(=NC=C(C3NC(C)C)C(=O)NCC3(COC3)CO)O2)C1